BrC1=CC=C(C=C1)S(=O)(=O)NCC(CO)O 4-bromo-N-(2,3-dihydroxypropyl)benzenesulfonamide